F[C@@H]\1[C@@H]2C[C@@H]([C@H](C/C1=C\C1=CC=C(N=N1)C1=C(C=C(C=C1)N1C=NC=C1)O)N2)F 2-(6-((E)-((1S,2S,5S,6S)-2,6-difluoro-8-azabicyclo[3.2.1]octan-3-ylidene)methyl)pyridazin-3-yl)-5-(1H-imidazol-1-yl)phenol